1,7,7-trimethyl-2-acetoxy-bicyclo-[2.2.1]-heptane CC12C(CC(CC1)C2(C)C)OC(C)=O